(S)-N-(1-(3-(2-cyclopropylpyridin-4-yl)-1,2,4-oxadiazol-5-yl)ethyl)-4-methylcyclohexane-1-carboxamide C1(CC1)C1=NC=CC(=C1)C1=NOC(=N1)[C@H](C)NC(=O)C1CCC(CC1)C